(9aR,10S)-10-((S)-(3,4-difluorophenyl)(2-fluorophenyl)methyl)-4-hydroxy-8,9,9a,10-tetrahydro-7H-pyrrolo[1',2':4,5]pyrazino[1,2-b]pyridazine-3,5-dione FC=1C=C(C=CC1F)[C@H]([C@H]1[C@@H]2N(C(C=3N1N=CC(C3O)=O)=O)CCC2)C2=C(C=CC=C2)F